C1(=CCCCC1)C=1N=C(SC1SC(C)C)N1N=C(C(=C1C(=O)O)C1=CC(=CC=C1)F)C 1-(4-(cyclohex-1-en-1-yl)-5-(isopropylthio)thiazol-2-yl)-4-(3-fluorophenyl)-3-methyl-1H-pyrazole-5-carboxylic acid